CN1N=C2C=CC(=CC2=C1C(=O)NC(CO)(C(F)F)C)OCC1=NC=CC=C1 2-methyl-5-[(pyridin-2-yl)methoxy]-N-(3,3-difluoro-1-hydroxy-2-methylpropan-2-yl)-2H-indazole-3-carboxamide